N-(5-isopropyl-1-methyl-1H-pyrazol-3-yl)-3-(pyridin-4-yl)thieno[3,2-b]pyridin-5-amine C(C)(C)C1=CC(=NN1C)NC1=CC=C2C(=N1)C(=CS2)C2=CC=NC=C2